C1(=CC=CC=C1)C1CC(CCC1)=O 3-phenylcyclohexan-1-one